N-[3-(N,N-diethylamino)-4-methoxyphenyl]dodecanamide C(C)N(CC)C=1C=C(C=CC1OC)NC(CCCCCCCCCCC)=O